(1-acetylpyrrolo[2,3-b]pyridin-6-yl) acetate C(C)(=O)OC1=CC=C2C(=N1)N(C=C2)C(C)=O